1-(4-(2-chloro-4-(1H-tetrazol-5-yl)benzyl)piperazin-1-yl)-3-(3,5-dimethyl-1-(3-methyl-[1,2,4]triazolo[4,3-b]pyridazin-6-yl)-1H-pyrazol-4-yl)propan-1-one ClC1=C(CN2CCN(CC2)C(CCC=2C(=NN(C2C)C=2C=CC=3N(N2)C(=NN3)C)C)=O)C=CC(=C1)C1=NN=NN1